ethyl 2-(2-bromo-4-oxo-6H-thieno[2,3-c]pyrrol-5-yl)-2-[5-fluoro-2-(methoxymethoxy)phenyl]acetate BrC1=CC2=C(CN(C2=O)C(C(=O)OCC)C2=C(C=CC(=C2)F)OCOC)S1